β-alanyl-cholesterol NCCC(=O)CC(C)CCC[C@@H](C)[C@H]1CC[C@H]2[C@@H]3CC=C4C[C@@H](O)CC[C@]4(C)[C@H]3CC[C@]12C